1-(4-fluoro-2-methylphenyl)-3-(6-oxo-1,6-dihydropyridin-3-yl)-7-(trifluoromethyl)-2,3-dihydroquinazolin-4(1H)-one FC1=CC(=C(C=C1)N1CN(C(C2=CC=C(C=C12)C(F)(F)F)=O)C1=CNC(C=C1)=O)C